C1(CC1)C(=O)O\N=C(\C1=CC=C(C=C1)[C@H](C)OC1=NC(=NC(=C1Cl)C)C)/N [(Z)-[amino-[4-[(1S)-1-(5-chloro-2,6-dimethyl-pyrimidin-4-yl)oxyethyl]phenyl]methylene]amino] cyclopropanecarboxylate